ClC=1N(C(C2=CC(=CC(=C2C1)[C@@H](C)NC1=C(C=CC=C1)S(=O)(=NC)C)C)=O)C 3-chloro-5-((1R)-1-((2-(N,S-dimethylsulfonimidoyl)phenyl)amino)ethyl)-2,7-dimethylisoquinolin-1(2H)-one